O=C1NC(CCC1N1C(C2=CC=C(C=C2C1)CNC(=O)C=1COC2=CC(=C(C=C2C1)C)F)=O)=O N-((2-(2,6-dioxopiperidin-3-yl)-1-oxoisoindolin-5-yl)methyl)-7-fluoro-6-methyl-2H-chromene-3-carboxamide